tert-butyl (S)-3-((1-(4-fluorophenyl)-1,2,3,4-tetrahydroisoquinoline-2-carboxamido)methyl)azetidine-1-carboxylate FC1=CC=C(C=C1)[C@@H]1N(CCC2=CC=CC=C12)C(=O)NCC1CN(C1)C(=O)OC(C)(C)C